N1N=NC(=C1)C(C)N(CCN1N=C2C(CN([C@@H](C2)C)C(C2=CC(=C(C=C2)Cl)C#N)=O)=C1C(=O)OCC)C(=O)OC(C)(C)C ethyl (6R)-2-(2-((1-(1H-1,2,3-triazol-4-yl)ethyl)(tert-butoxycarbonyl)amino)ethyl)-5-(4-chloro-3-cyanobenzoyl)-6-methyl-4,5,6,7-tetrahydro-2H-pyrazolo[4,3-c]pyridine-3-carboxylate